N(=C=O)CC1C2C(CC(C1)C2)CN=C=O 2,6-bis(isocyanatomethyl)Norbornane